tert-butyl (1S,4S)-5-(3-(6-morpholino-1H-benzo[d]imidazol-2-yl)-1H-indazole-5-carbonyl)-2,5-diazabicyclo[2.2.1]heptane-2-carboxylate O1CCN(CC1)C=1C=CC2=C(NC(=N2)C2=NNC3=CC=C(C=C23)C(=O)N2[C@@H]3CN([C@H](C2)C3)C(=O)OC(C)(C)C)C1